geranoxy-7-methoxycoumarin C(\C=C(/C)\CCC=C(C)C)OC=1C(OC2=CC(=CC=C2C1)OC)=O